C(C)C1=C(C=C(C(=C1)O)F)C1=CC=C2C(=NNC2=C1)C1=NC2=C(N1)CN(C2)C(=O)N2CCC(CC2)O (2-(6-(2-ethyl-5-fluoro-4-hydroxyphenyl)-1H-indazol-3-yl)-4,6-dihydropyrrolo[3,4-d]Imidazol-5(1H)-yl)(4-hydroxypiperidin-1-yl)methanone